CNC1=C(C=CC=C1)C1=CC=2NC=3C=CC=CC3C2C2=C1CCCC2 5-(2'-methylaminophenyl)-1,2,3,4-tetrahydro-7H-benzo[c]carbazole